7-[2-(propan-2-yl)phenyl]quinazolinemethanesulfonic acid 2,2-difluoro-3-[3-fluoro-2-methyl-4-(4-methyl-6-oxo-4,5-dihydro-1H-pyridazine-3-yl) phenoxy]Propyl ester FC(COS(=O)(=O)CC1=NC2=CC(=CC=C2C=N1)C1=C(C=CC=C1)C(C)C)(COC1=C(C(=C(C=C1)C1=NNC(CC1C)=O)F)C)F